[C@H]12CN(C[C@H](CC1)N2)C2=NC(=NC1=C(C(=C(C=C21)F)C2=CNC1=C(C=CC=C21)OC)F)OC[C@H]2N(CCC2)C 4-((1R,5S)-3,8-diazabicyclo[3.2.1]octan-3-yl)-6,8-difluoro-7-(7-methoxy-1H-indol-3-yl)-2-(((S)-1-methylpyrrolidin-2-yl)methoxy)quinazoline